1-(p-tolyl)-1H-1,2,3-triazole-4-carboxamide C1(=CC=C(C=C1)N1N=NC(=C1)C(=O)N)C